CC(C)OC1=C(C(=CC=C1)OC(C)C)C1=CC=CC=C1 2',6'-Bis(1-methylethoxy)[1,1'-biphenyl]